C(C)(C)C1=C(C=C2C(CCC2=C1)(C)C)O 6-Isopropyl-3,3-dimethyl-2,3-dihydro-1H-inden-5-ol